(1-(3-(2,3-Dichlorophenyl)-4-cyano-1H-pyrazolo[3,4-d]pyrimidin-6-yl)-4-phenylpiperidin-4-yl)carbamic acid tert-butyl ester C(C)(C)(C)OC(NC1(CCN(CC1)C1=NC(=C2C(=N1)NN=C2C2=C(C(=CC=C2)Cl)Cl)C#N)C2=CC=CC=C2)=O